5-bromo-2-(7-(methylsulfonyl)-2,7-diazaspiro[3.5]nonan-2-yl)benzonitrile BrC=1C=CC(=C(C#N)C1)N1CC2(C1)CCN(CC2)S(=O)(=O)C